tert-Butyl rac-trans-3-[(2-chloroacetyl)amino]-4-hydroxy-piperidine-1-carboxylate ClCC(=O)N[C@@H]1CN(CC[C@H]1O)C(=O)OC(C)(C)C |r|